ISOINDOLINE C1NCC2=CC=CC=C12